C(CCCCC)NC(C=C)=O N-hexyl-acrylamide